2-((1R,2R)-2-(4-fluorophenyl)cyclopropyl)-4,4,5,5-tetramethyl-1,3,2-dioxaborolane FC1=CC=C(C=C1)[C@H]1[C@@H](C1)B1OC(C(O1)(C)C)(C)C